C(=O)(OC(C)(C)C)ON Boc-amino ether